ClC1=CC=C(C=C1)C(C(N1CC2(C3=CC=C(C=C13)OC(F)(F)F)CC2)=O)NC=2C=C(C=C(C2)OC)C(C2CC2)=NOC(C(=O)O)(C)C 2-((((3-((1-(4-chlorophenyl)-2-oxo-2-(6'-(trifluoromethoxy)spiro[cyclopropane-1,3'-indolin]-1'-yl)ethyl)amino)-5-methoxyphenyl)(cyclopropyl)methylene)amino)oxy)-2-methylpropanoic acid